(2R)-N-[4-(3-Cyanophenyl)-5-(2,6-dimethyl-4-pyridyl)thiazol-2-yl]-2-methyl-piperazin-1-carboxamid C(#N)C=1C=C(C=CC1)C=1N=C(SC1C1=CC(=NC(=C1)C)C)NC(=O)N1[C@@H](CNCC1)C